(cyclopropylmethyl)(2-((2R,3S,4S,5S)-3,4,5-trihydroxy-6-(4-methoxyphenoxy)tetrahydro-2H-pyran-2-yl)ethyl)phosphinic acid C1(CC1)CP(O)(=O)CC[C@H]1OC([C@H]([C@H]([C@@H]1O)O)O)OC1=CC=C(C=C1)OC